COC1=C(C=C(C(=C1)N1CCC(CC1)N1CCN(CC1)C)C)NC1=CC(=C2C(=N1)NC=C2)NC=2C(=C1N=CC=NC1=CC2)P(C)(C)=O (6-((6-((2-methoxy-5-methyl-4-(4-(4-methylpiperazin-1-yl)piperidin-1-yl)phenyl)amino)-1H-pyrrolo[2,3-b]pyridin-4-yl)amino)quinoxalin-5-yl)dimethyl-phosphine oxide